tert-butyl (R)-3-((2-(bis(4-methoxybenzyl)amino)-3-((4-phenoxyphenyl)amino)pyridin-4-yl)amino)piperidine-1-carboxylate COC1=CC=C(CN(C2=NC=CC(=C2NC2=CC=C(C=C2)OC2=CC=CC=C2)N[C@H]2CN(CCC2)C(=O)OC(C)(C)C)CC2=CC=C(C=C2)OC)C=C1